1-(2,4-dichloropyrimidin-5-yl)ethanol ClC1=NC=C(C(=N1)Cl)C(C)O